CN(CCOC=1C=CC(=C(C(=O)N[C@H](C)C2=CC(=CC(=C2)C2=C(N=CS2)C)C=2C=NN(C2)C)C1)C)C (R)-5-(2-(dimethylamino)ethoxy)-2-methyl-N-(1-(3-(1-methyl-1H-pyrazol-4-yl)-5-(4-methylthiazol-5-yl)phenyl)ethyl)benzamide